N-(5-bromo-8-cyano-2H-benzopyran-7-yl)pivalamide BrC1=CC(=C(C2=C1C=CCO2)C#N)NC(C(C)(C)C)=O